C(CCC)OC1=CC=C(C=C1)N=NC1=CC=C(C=C1)OCCCCCCOC(C=[N+]=[N-])=O 4-butoxy-4'-(6-diazoacetoxyhexyloxy)azobenzene